6-[(1S)-1-Aminoethyl]-N-[(furan-2-yl)methyl]-2,7-diphenylthieno[3,2-d]pyrimidin-4-amine N[C@@H](C)C1=C(C=2N=C(N=C(C2S1)NCC=1OC=CC1)C1=CC=CC=C1)C1=CC=CC=C1